7-chloro-N-(1-oxo-3-(o-tolyl)isoindolin-4-yl)imidazo[1,5-a]pyridine-1-carboxamide ClC1=CC=2N(C=C1)C=NC2C(=O)NC2=C1C(NC(C1=CC=C2)=O)C2=C(C=CC=C2)C